C(#N)C1=CC=2C(=CN=C(C2)NC2CCC(CC2)C(=O)OC)O1 methyl 4-({2-cyanofuro[2,3-c]pyridin-5-yl}amino)cyclohexane-1-carboxylate